FC1(CCN(CC1)C1=C(C(=NC(=C1F)F)NCC(=O)OCC)F)F Ethyl 2-{[4-(4,4-difluoropiperidin-1-yl)-3,5,6-trifluoropyridin-2-yl]amino}acetate